C(CC(CCC)([2H])[2H])OC1=NSN=C1C=1CN(CCC1)C 3-((hexyl-3,3-d2)oxy)-4-(1-methyl-1,2,5,6-tetrahydropyridin-3-yl)-1,2,5-thiadiazole